ClC1=CC=C2C(=C1)NC([C@]21N(C(C=2C1=C(N(C2)C=2C=NC(=CC2OC)OC)C(C)C)=O)C2=CC(=C(C=C2)F)F)=O (3S)-6-Chloro-2'-(3,4-difluorophenyl)-5'-(4,6-dimethoxypyridin-3-yl)-6'-(propan-2-yl)-1,2,3',5'-tetrahydro-2'H-spiro[indol-3,1'-pyrrolo[3,4-c]pyrrol]-2,3'-dion